(19R)-10-chloro-3-ethyl-16-fluoro-19-methyl-20-oxa-3,4,5,8,9,23-hexaazapentacyclo[19.3.1.02,6.08,12.013,18]pentacosa-1(24),2(6),4,9,11,13,15,17,21(25),22-decaen-22-amine ClC1=NN2CC=3N=NN(C3C3=CN=C(C(O[C@@H](C4=CC(=CC=C4C2=C1)F)C)=C3)N)CC